2-(1,1-difluoroethyl)-7-oxo-1,6-diazabicyclo[3.2.1]octan-6-yl hydrogen sulfate S(=O)(=O)(ON1C2CCC(N(C1=O)C2)C(C)(F)F)O